FC1=C(C(=CC=2SC(=CC21)C(CCC(=O)O)=O)OC)OCCCOC2=C(C1=C(SC(=C1)C(CCP(=O)(O)O)=O)C=C2OC)F 4-(4-Fluoro-5-(3-((4-fluoro-6-methoxy-2-(3-phosphonopropanoyl)benzo[b]thiophen-5-yl)oxy)propoxy)-6-methoxybenzo[b]thiophen-2-yl)-4-oxobutanoic acid